FC1=CC=C(C=C1)[C@@H]1N(CCC2=CC=CC=C12)C(=O)OC12CC(C1)(C2)NC(C)=O 3-acetamidobicyclo[1.1.1]pentan-1-yl (S)-1-(4-fluorophenyl)-3,4-dihydroisoquinoline-2(1H)-carboxylate